CC1(COC1)NC(=O)C=1N=NC=CC1 N-(3-methyloxetan-3-yl)pyridazine-3-carboxamide